(Z)-2-(2-(1-(2-hydroxyphenyl)ethylidene)hydrazinyl)-7-(piperidin-1-ylmethyl)quinolin-8-ol OC1=C(C=CC=C1)\C(\C)=N/NC1=NC2=C(C(=CC=C2C=C1)CN1CCCCC1)O